OC(CCC(=O)[O-])CCCCCCCCC.[Na+] sodium 4-hydroxytridecanoate